2-Acrylamidophenylboronic acid C(C=C)(=O)NC1=C(C=CC=C1)B(O)O